C(C)(C)(C)OC(=O)N1CCC(=CC1)C1=NC(=C(C=C1)F)SCC1=C(C=C(C=C1)C#N)F 6-((4-Cyano-2-fluorobenzyl)thio)-5-fluoro-3',6'-dihydro-[2,4'-bipyridine]-1'(2'H)-carboxylic acid tert-butyl ester